C1(=CC=C(C=C1)CC=1C=C(N)C=CC1)CC1=CC=C(N)C=C1 3,4'-[1,4-phenylenebis(methylene)]dianiline